2-benzyl-3-[(4-methoxyphenyl)methoxy]propan-1-ol C(C1=CC=CC=C1)C(CO)COCC1=CC=C(C=C1)OC